methyl-1-(methylsulfonyl)aziridine-2-carboxamide CC1(N(C1)S(=O)(=O)C)C(=O)N